4-((4-aminophenylethyl)amino)phthalazin-1(2H)-one NC1=CC=C(C=C1)CCNC1=NNC(C2=CC=CC=C12)=O